FC=1C(=CC=C2C(=NC(=NC12)OC[C@H]1N(CCC1)C)N1C[C@H]2CC[C@@H](C1)N2S(=O)(=O)N2C(OCC2)=O)C2=CC(=CC1=CC=CC=C21)O 3-(((1R,5S)-3-(8-fluoro-7-(3-hydroxynaphthalen-1-yl)-2-(((S)-1-methylpyrrolidin-2-yl)methoxy)quinazolin-4-yl)-3,8-diazabicyclo[3.2.1]octan-8-yl)sulfonyl)oxazolidin-2-one